3-[(1R)-1-({3-chloro-6-[6-(dimethylphosphoryl)pyridin-3-yl]-7-fluoro-1,5-naphthyridin-4-yl}amino)ethyl]-4-fluorobenzonitrile ClC=1C=NC2=CC(=C(N=C2C1N[C@H](C)C=1C=C(C#N)C=CC1F)C=1C=NC(=CC1)P(=O)(C)C)F